2-[6-(4-Chlorophenoxy)hexyl]oxiran-2-carboxylat ClC1=CC=C(OCCCCCCC2(OC2)C(=O)[O-])C=C1